Methyl 4-bromo-2-fluorophenylacetate BrC1=CC(=C(C=C1)CC(=O)OC)F